Methyl 4-bromo-3-fluoro-2-(methylamino)benzoate BrC1=C(C(=C(C(=O)OC)C=C1)NC)F